azidopyrrolidone N(=[N+]=[N-])N1C(CCC1)=O